N[C@H](C(=O)NC1CCC(CC1)NC1=CC=C(C=C1)C(C)(C)C)[C@@H](C)O (2S,3R)-2-amino-N-(4-((4-(tert-butyl)phenyl)amino)cyclohexyl)-3-hydroxybutanamide